BrC=1C=C(C=CC1)C(CCOCC(C(=O)OC)(C)C)O Methyl 3-(3-(3-bromophenyl)-3-hydroxypropoxy)-2,2-dimethylpropanoate